bis-fluorobenzene FC1=C(C=CC=C1)F